3-{[2-ethyl-4-{2-[(5-fluoropyridin-2-yl)amino]-2-oxoethyl}-5,8-dioxo-5,8-dihydro-4H-pyrazolo[1,5-a]pyrrolo[3,4-d]pyrimidin-6(7H)-yl]methyl}pyrrolidine C(C)C1=NN2C(N(C3=C(C2=O)CN(C3=O)CC3CNCC3)CC(=O)NC3=NC=C(C=C3)F)=C1